O.C[C@H]1C[C@@H](N(CC1)C[C@H](CCCNC(=N)N)NS(=O)(=O)C=1C=CC=C2C[C@H](CNC12)C)C(=O)O |&1:27| (2R,4R)-4-methyl-1-{(2S)-2-[(3RS)-3-methyl-1,2,3,4-tetrahydro-8-quinolinesulfonylamino]-5-guanidinopentanyl}piperidine-2-carboxylic acid monohydrate